6-(2,6-dichloro-3,5-dimethoxyphenyl)-8-isopropyl-2-(methylthio)pyrido[3,4-d]pyrimidine ClC1=C(C(=C(C=C1OC)OC)Cl)C1=CC2=C(N=C(N=C2)SC)C(=N1)C(C)C